(R)-2-(((benzyloxy)carbonyl)amino)-3-(5,5'-difluoro-2'-methoxy-[1,1'-biphenyl]-3-carboxamido)propanoate C(C1=CC=CC=C1)OC(=O)N[C@@H](C(=O)[O-])CNC(=O)C=1C=C(C=C(C1)F)C1=C(C=CC(=C1)F)OC